ClC1=COC2=C(C(N1CCCCN1CCC(=CC1)C1=NC=CC=C1)=O)C=CC=C2 3-chloro-4-[4-[4-(2-pyridinyl)-1,2,3,6-tetrahydropyridin-1-yl]butyl]-1,4-benzoxazepin-5(4H)-one